2-iodo-3-[2-(dimethylamino)ethyl]-1H-indol-4-yl acetate C(C)(=O)OC1=C2C(=C(NC2=CC=C1)I)CCN(C)C